2,3-dibromopropanol BrC(CO)CBr